CS(=O)(=O)/C=C/CN (E)-3-methylsulfonylprop-2-en-1-amine